[4-amino-1-(2-trimethylsilylethoxymethyl)pyrazolo[4,3-c]pyridin-7-yl]-2-oxo-2-[(2R,5S)-5-methyl-2-[2-(1-methylazetidin-3-yl)-1,3-benzothiazol-5-yl]-1-piperidyl]acetamide NC1=NC=C(C2=C1C=NN2COCC[Si](C)(C)C)NC(C(N2[C@H](CC[C@@H](C2)C)C=2C=CC1=C(N=C(S1)C1CN(C1)C)C2)=O)=O